ClC=1C(=NC=CN1)NN (3-chloropyrazin-2-yl)hydrazine